OC1=C(C=CC(=C1)O)C(CCC(=O)N[C@H](C)C(=O)O)C N-[4-(2,4-dihydroxyphenyl)pentanoyl]-D-alanine